N-hydroxy-3-((2-(2-isobutyl-4,5-dihydro-1H-imidazol-1-yl)ethyl)amino)propanamide ONC(CCNCCN1C(=NCC1)CC(C)C)=O